3-(4-((7-((3,3-difluorocyclobutyl)amino)heptyl)thio)-1-oxoisoindolin-2-yl)piperidine-2,6-dione FC1(CC(C1)NCCCCCCCSC1=C2CN(C(C2=CC=C1)=O)C1C(NC(CC1)=O)=O)F